2-{[(1S)-1-methylbutyl]oxy}-8-(methyloxy)-9-(tetrahydro-2H-pyran-2-yl)-9H-purin-6-amine C[C@@H](CCC)OC1=NC(=C2N=C(N(C2=N1)C1OCCCC1)OC)N